[Cl-].BrC1=C(C=CC=C1)C=1N(C=[N+]2C1C=1NC3=CC=CC=C3C1C=C2)C2=CC=C(C=C2)Br 1-(2-Bromophenyl)-2-(4-bromophenyl)-2,11-dihydroimidazo[1',5':1,2]pyrido[3,4-b]indol-4-ium chloride